4-(2-methoxy-4-(4,4,5,5-tetramethyl-1,3,2-dioxaborolan-2-yl)phenoxy)piperidine hydrochloride salt Cl.COC1=C(OC2CCNCC2)C=CC(=C1)B1OC(C(O1)(C)C)(C)C